C1C(CC2=CC=CC=C12)NC1=NC=C(C=N1)C1=NN=C(O1)C1(CC1)NC(OC(C)(C)C)=O tert-butyl (1-(5-(2-((2,3-dihydro-1H-inden-2-yl)amino)pyrimidin-5-yl)-1,3,4-oxadiazol-2-yl)cyclopropyl)carbamate